(S)-4-((dimethylamino)methyl)-N'-((3-methyl-1,2,3,5,6,7-hexahydrodicyclopenta[b,e]pyridin-8-yl)carbamoyl)benzenesulfonimidamide CN(C)CC1=CC=C(C=C1)[S@](=O)(N)=NC(NC1=C2C(=NC3=C1CCC3)C(CC2)C)=O